FC1=C(C=C(C=C1)NC(N(CCC)[C@H](C)C1=CNC(C2=CC=CC=C12)=O)=O)C (R)-3-(4-fluoro-3-methylphenyl)-1-(1-(1-oxo-1,2-dihydro-isoquinolin-4-yl)ethyl)-1-propylurea